C(#N)C1=NC=CC=C1B(O)O (2-cyanopyridin-3-yl)boronic acid